CN1N=C(N=C1)C1=CC(=CC(=C1)C(F)(F)F)C(C)(C)O Methyl-(E)-3-(3-(2-hydroxypropan-2-yl)-5-(trifluoromethyl)phenyl)-1H-1,2,4-triazole